BrC1=CC=C(C=N1)N(CC(=O)OCC)C Ethyl N-(6-bromopyridin-3-yl)-N-methylglycinate